2-((5-(2-((R)-6-(((R)-4-amino-4-oxobutan-2-yl)amino)-2-methylhex-3-yl)-2,6-diazaspiro[3.4]oct-6-yl)-1,2,4-triazin-6-yl)oxy)-5-fluoro-N,N-diisopropylbenzamide NC(C[C@@H](C)NCCC[C@H](C(C)C)N1CC2(C1)CN(CC2)C=2N=CN=NC2OC2=C(C(=O)N(C(C)C)C(C)C)C=C(C=C2)F)=O